2,6-diphenyl-pyridine C1(=CC=CC=C1)C1=NC(=CC=C1)C1=CC=CC=C1